[Au].[Ag].[Pd] palladium-silver-gold